5-bromo-2-((4-fluorobenzyl)oxy)pyridine BrC=1C=CC(=NC1)OCC1=CC=C(C=C1)F